N1C=C(C2=CC=CC=C12)C[C@@H](C(=O)NC)NC(=O)C1=NC2=C(C=NC=C2C=C1)C1=C(C=CC(=C1)OC(F)(F)F)OC (S)-N-(3-(1H-indol-3-yl)-1-methylamino-1-oxopropan-2-yl)-8-(2-methoxy-5-(trifluoromethoxy)phenyl)-1,6-naphthyridine-2-carboxamide